O1CC(C1)C(O)C1=NC=CC(=C1)C1=CC=C(C=C1)S(=O)(=O)[C@@H]1CC[C@H](CC1)NC1=NC=C(C=C1)C(F)(F)F Oxetan-3-yl(4-(4-((trans-4-((5-(trifluoromethyl)pyridin-2-yl)amino)cyclohexyl)sulfonyl)phenyl)pyridin-2-yl)methanol